(2R)-2-amino-3-phenyl-N-[1-(p-toluenesulfonyl)-3-(1H-pyrazol-4-yl)indol-7-yl]propionamide N[C@@H](C(=O)NC=1C=CC=C2C(=CN(C12)S(=O)(=O)C1=CC=C(C)C=C1)C=1C=NNC1)CC1=CC=CC=C1